C(#N)C1=CC(=NC=N1)OCC1CCC(CCC1)C(=O)OC methyl 4-[(6-cyanopyrimidin-4-yl)oxymethyl]cycloheptanecarboxylate